C(C=C)(=O)N[C@@H](CSSC[C@@H](C(=O)O)NC(C=C)=O)C(=O)O N,N'-bisacryloylcystine